COC1=CC=C(C=C1)C=1N=C(SC1)NC(=O)[C@@H]1N(CCCC1)S(=O)(=O)C1=CC=C(C)C=C1 (R)-N-(4-(4-methoxyphenyl)thiazol-2-yl)-1-tosylpiperidine-2-carboxamide